C(CCCCC)C(CCCCCCCCC(=O)O)(CCCCCC)CCCCCC Trihexyldecanoic acid